tert-butyl 2'-(3-amino-6-chloropyridazin-4-yl)-3'-fluoro-3,6-dihydro-[4,4'-bipyridine]-1(2H)-carboxylate NC=1N=NC(=CC1C1=NC=CC(=C1F)C=1CCN(CC1)C(=O)OC(C)(C)C)Cl